O(C1CC(C(CC1)C(=O)O)C(=O)O)C1CC(C(CC1)C(=O)O)C(=O)O 4,4'-oxybis(cyclohexane-1,2-dicarboxylic acid)